sodium naphthalenetrisulfonate C1(=C(C(=CC2=CC=CC=C12)S(=O)(=O)[O-])S(=O)(=O)[O-])S(=O)(=O)[O-].[Na+].[Na+].[Na+]